2,6-dimethyl-4-tritylaniline CC1=C(N)C(=CC(=C1)C(C1=CC=CC=C1)(C1=CC=CC=C1)C1=CC=CC=C1)C